N-(1'-(2-((2-oxaspiro[3.3]heptan-6-yl)oxy)-6-methylpyrimidin-4-yl)-1',2'-dihydrospiro[cyclopropane-1,3'-pyrrolo[3,2-c]pyridin]-6'-yl)acetamide C1OCC12CC(C2)OC2=NC(=CC(=N2)N2CC1(C=3C=NC(=CC32)NC(C)=O)CC1)C